FC1=NC(=CC=C1NC(=O)C1(C(N(CC1)C)=O)[Se]C1=CC=CC=C1)F N-(2,6-difluoropyridin-3-yl)-1-methyl-2-oxo-3-(phenylselanyl)pyrrolidine-3-carboxamide